N,N'-bis(3-(trifluoromethyl)phenyl)-6-(piperazinyl)-[1,3,5]triazine-2,4-diamine FC(C=1C=C(C=CC1)NC1=NC(=NC(=N1)NC1=CC(=CC=C1)C(F)(F)F)N1CCNCC1)(F)F